FC1=C(C(=O)N(\N=C\C2=CC=C(C(=O)OC)C=C2)C)C=CC=C1 methyl (E)-4-((2-(2-fluorobenzoyl)-2-methylhydrazineylidene)methyl)benzoate